[Be].N1(CCC1)C1CCC(CC1)C1=NNC2=CC(=C(C=C12)C(C)C)C=1C=C(C=2N(C1)N=CN2)C 6-(3-(4-(azetidin-1-yl)cyclohexyl)-5-isopropyl-1H-indazol-6-yl)-8-methyl-[1,2,4]triazolo[1,5-a]pyridine beryllium